trans-(S)-(3-(4-(tert-butyl)cyclohexyl)-4-(pyrrolidin-3-yloxy)phenyl)(4-(2,3-difluoro-5-(piperazin-1-yl)phenoxy)piperidin-1-yl)methanone dihydrochloride Cl.Cl.C(C)(C)(C)[C@@H]1CC[C@H](CC1)C=1C=C(C=CC1O[C@@H]1CNCC1)C(=O)N1CCC(CC1)OC1=C(C(=CC(=C1)N1CCNCC1)F)F